3-bromo-1-phenyl-naphthalene BrC=1C=C(C2=CC=CC=C2C1)C1=CC=CC=C1